5-chloro-2-(2-fluoro-4-(4,4,5,5-tetramethyl-1,3,2-dioxaborolan-2-yl)phenoxy)-4-methylpyrimidine ClC=1C(=NC(=NC1)OC1=C(C=C(C=C1)B1OC(C(O1)(C)C)(C)C)F)C